2-bromo-2-(4-chlorophenyl)acetic acid methyl ester COC(C(C1=CC=C(C=C1)Cl)Br)=O